N1=CC(=CC=C1)C=1SC(=CN1)C1=CC=CC=N1 6-[2-(3-pyridyl)-5-thiazolyl]-pyridine